C1(=CC=C(C=C1)NC(=O)[C@@H]1CC12CCN(CC2)C(=O)[O-])C (R)-1-(p-tolylcarbamoyl)-6-azaspiro[2.5]octane-6-carboxylate